[Si](C1=CC=CC=C1)(C1=CC=CC=C1)(C(C)(C)C)O[C@@H](CC1=NC(=NO1)C=1C=CC(=C(N)C1)C)C(F)F (S)-5-(5-(2-((tert-butyldiphenylsilyl)oxy)-3,3-difluoropropyl)-1,2,4-oxadiazol-3-yl)-2-methylaniline